ClC1=C(C=CC=C1Cl)C1=CC=NC=2N1N=C(C2C2=NC=1C(=NC=C(C1)C(F)(F)F)N2C)S(=O)(=O)CC 2-(7-(2,3-dichlorophenyl)-2-(ethylsulfonyl)pyrazolo[1,5-a]pyrimidin-3-yl)-3-methyl-6-(trifluoromethyl)-3H-imidazo[4,5-b]pyridine